C(C1=CC=CC=C1)OC(=O)N1CCN(CC1)C1=C(N=C2N1CCN(C2)C(=O)OC(C)(C)C)C(N)=O tert-butyl 3-(4-((benzyloxy)carbonyl)piperazin-1-yl)-2-carbamoyl-5,6-dihydroimidazo[1,2-a]pyrazine-7(8H)-carboxylate